NC1=C2N=CN(C2=NC(=N1)Cl)[C@H]1[C@@H]([C@@]([C@H](O1)CO[C@](C(=O)O)(CC1=CC=CC=C1)C=1N=CSC1)(O)C#C)O (R)-2-(((2R,3S,4R,5R)-5-(6-amino-2-chloro-9H-purin-9-yl)-3-ethynyl-3,4-dihydroxytetrahydrofuran-2-yl)methoxy)-3-phenyl-2-(thiazol-4-yl)propionic acid